C(#N)CCCC(=O)NC1=CC=2N(C=C1)N=CC2C2=NC(=CC=C2)C2CNCCC2 4-cyano-N-(3-(6-(piperidin-3-yl)pyridin-2-yl)pyrazolo[1,5-a]pyridin-5-yl)butanamide